C(C)N1C(NC2=C(C(=CC=3C2=C1N=CN3)CN3CCN(CC3)C=3C=CC(=NC3C)C(=O)NOC)F)=O 5-(4-((3-Ethyl-9-fluoro-2-oxo-2,3-dihydro-1H-pyrimido[4,5,6-de]quinazolin-8-yl)methyl)piperazin-1-yl)-N-methoxy-6-methylpicolinamide